ClC=1C(=C(OC2CCC(CC2)NC(OC(C)(C)C)=O)C=CC1C#N)C tert-butyl ((1r,4r)-4-(3-chloro-4-cyano-2-methylphenoxy)cyclohexyl)carbamate